N[C@H](CCCNC(N)=N)C(=O)O.COC1=CC=C(C=C1)C(=O)N1C(CNCC1)C#CC (4-methoxyphenyl)(2-(prop-1-yn-1-yl)piperazin-1-yl)methanone D-argininate